ClC1=CC=C(NC2=C(C(=NC(=N2)SC)N2CC(C2)(C(=O)O)OCC)[N+](=O)[O-])C=C1 1-[6-(4-chloroanilino)-2-methylsulfanyl-5-nitro-pyrimidin-4-yl]-3-ethoxy-azetidine-3-carboxylic acid